4-[4-(1,3-benzooxazol-2-yl)-4-fluoropiperidin-1-yl]-1-methyl-2-oxo-1,2-dihydroquinoline-3-carbonitrile O1C(=NC2=C1C=CC=C2)C2(CCN(CC2)C2=C(C(N(C1=CC=CC=C21)C)=O)C#N)F